F[C@@H]1CN(CC[C@@H]1NC1=CC=CC2=C1SC(=C2CC(F)(F)F)C#CCNC2=CC=C(C=C2)S(=O)(=O)N)C 4-((3-(7-(((3R,4S)-3-fluoro-1-methylpiperidin-4-yl)amino)-3-(2,2,2-trifluoroethyl)benzo[b]thiophen-2-yl)prop-2-yn-1-yl)amino)benzenesulfonamide